disodium 5,10-methylene-(6R)-tetrahydrofolate C1N2C=3C(NC(=NC3NC[C@@H]2CN1C1=CC=C(C(N[C@@H](CCC(=O)[O-])C(=O)O)=O)C=C1)N)=O.[Na+].[Na+].C1N2C=3C(NC(=NC3NC[C@@H]2CN1C1=CC=C(C(N[C@@H](CCC(=O)[O-])C(=O)O)=O)C=C1)N)=O